F[B-](F)(F)F.N1(CCOCC1)[S+](F)F (4-morpholinyl)difluorosulfonium tetrafluoroborate